(S)-4-(5-(3-((2-((S)-3-carboxybutanoyl)-6-methoxyisoindolin-5-yl)oxy)propoxy)-7-chloro-6-methoxy-4-methyl-isoindolin-2-yl)-2-methyl-4-oxobutanoic acid C(=O)(O)[C@H](CC(=O)N1CC2=CC(=C(C=C2C1)OCCCOC=1C(=C2CN(CC2=C(C1OC)Cl)C(C[C@@H](C(=O)O)C)=O)C)OC)C